3,3'-[1,2-ethylenebis(oxy)]dipropionitrile C(COCCC#N)OCCC#N